tert-butyl L-valinate, hydrochloride salt Cl.N[C@@H](C(C)C)C(=O)OC(C)(C)C